5-chloro-1-heptyl-1H-pyrazol-4-amine ClC1=C(C=NN1CCCCCCC)N